CC1C2([C@@H](CCC1)C)[C@@H]1C([C@@H]1CC2)(C)C |o1:3,8,10| rel-(1S,2S,5R,6'R)-2',6,6,6'-Tetramethylspiro[bicyclo[3.1.0]hexane-2,1'-cyclohexan]